2-tert-butyl-6-[(2R)-1-methoxypropan-2-yl]-6,7-dihydro-4H-pyrazolo[1,5-a]pyrrolo[3,4-d]pyrimidine C(C)(C)(C)C1=NN2C(NC=3C(=C2)CN(C3)[C@@H](COC)C)=C1